tert-butyl (3S)-4-[1-(2,6-dioxo-3-piperidyl)-3-methyl-2-oxo-benzimidazol-5-yl]-3-methyl-piperazine-1-carboxylate O=C1NC(CCC1N1C(N(C2=C1C=CC(=C2)N2[C@H](CN(CC2)C(=O)OC(C)(C)C)C)C)=O)=O